((5'-methyl-4-pentyl-2'-(prop-1-en-2-yl)-1',2',3',4'-tetrahydro-[1,1'-biphenyl]-2,6-diyl)bis(oxy))bis(methylene) diacetate C(C)(=O)OCOC1=CC(=CC(=C1C1C(CCC(=C1)C)C(=C)C)OCOC(C)=O)CCCCC